C(C1=CC=CC=C1)(=O)NC=1C=2N=CN([C@H]3C[C@H](O)[C@@H](COC(C4=CCC(C=C4)(OC)OC)(C4=CC=CC=C4)C4=CC=CC=C4)O3)C2N=CN1 N6-benzoyl-5'-O-(4,4-dimethoxytrityl)-2'-deoxyadenosine